FC1=C(C=CC=C1C(F)(F)F)[C@@H](C)NC1=NC(=NC2=CC(=C(C=C12)C1CCC(CC1)C(=O)N1CCN(CC1)C(=O)[O-])OC)C (1R,4R)-4-(4-((((R)-1-(2-fluoro-3-(Trifluoromethyl)phenyl)ethyl)amino)-7-methoxy-2-methylquinazolin-6-yl)cyclohexane-1-carbonyl)piperazine-1-carboxylate